FC1(C(COC1)NC(N(CC1=CC=NC=C1)C)=O)F 3-(4,4-difluorotetrahydrofuran-3-yl)-1-methyl-1-(4-pyridylmethyl)urea